3-((1-(3-(1-acetylazetidin-3-yl)-4,7-dimethyl-5-oxo-4,5-dihydro-3H-pyrazolo[3,4-c]isoquinolin-9-yl)ethyl)amino)-6-chloro-N-methyl-[2,3'-bipyridine]-6'-carboxamide C(C)(=O)N1CC(C1)N1N=CC2=C1N(C(C=1C=C(C=C(C21)C(C)NC=2C(=NC(=CC2)Cl)C=2C=NC(=CC2)C(=O)NC)C)=O)C